bis(2,6-diisopropylphenyl)-1,7-bis(p-tert-octylphenoxy)perylene C(C)(C)C1=C(C(=CC=C1)C(C)C)C=1C(=C(C=2C=3C=CC=C4C=CC(=C(C5=CC=CC1C52)C43)OC4=CC=C(C=C4)C(C)(C)CC(C)(C)C)OC4=CC=C(C=C4)C(C)(C)CC(C)(C)C)C4=C(C=CC=C4C(C)C)C(C)C